CC1=NOC(=C1CCN1C(C2=CC=CC=C2C1=O)=O)C 2-[2-(3,5-dimethyl-1,2-oxazol-4-yl)ethyl]isoindole-1,3-dione